2-oxo-1,2-dihydro-quinoline-4-carboxylic acid O=C1NC2=CC=CC=C2C(=C1)C(=O)O